diammonium thiophosphate salt P(=S)([O-])([O-])O.[NH4+].[NH4+]